1-[2-(5-methylquinolin-3-yl)-2-oxoethyl]-1H-pyrazole CC1=C2C=C(C=NC2=CC=C1)C(CN1N=CC=C1)=O